O1C(=CC=C1)C(=O)NC=1C=CC2=C(C(=CS2)C2CCN3CCCCC3CC2)C1 5-(2-furoyl)amino-3-(1-azabicyclo[5.4.0]undecan-4-yl)-benzothiophene